(2R,6R)-4-(8-chloro-5-quinolyl)-6-methyl-N-[(4-methylmorpholin-2-yl)methyl]morpholine-2-carboxamide ClC=1C=CC(=C2C=CC=NC12)N1C[C@@H](O[C@@H](C1)C)C(=O)NCC1CN(CCO1)C